NC1=NC=C(C=C1C=1C=C2CCNC(C2=CC1)=O)C1=CC=C(C=C1)N1C[C@H](O[C@H](C1)C)C 6-(2-amino-5-(4-((2R,6S)-2,6-dimethylmorpholino)phenyl)pyridin-3-yl)-3,4-dihydroisoquinolin-1(2H)-one